C(C)(C)(C)[Si](OC1=CCC2=CC=C(C=C12)C)(C)C tert-butyl-(dimethyl)[(5-methyl-1H-inden-3-yl)oxy]silane